(4-Benzyloxy-6-chloro-2-methyl-3-pyridinyl)-imino-methyl-oxo-λ6-sulfane C(C1=CC=CC=C1)OC1=C(C(=NC(=C1)Cl)C)S(=O)(C)=N